benzyl-4-(3-bromophenoxy)piperidine C(C1=CC=CC=C1)N1CCC(CC1)OC1=CC(=CC=C1)Br